tert-butyl 4-(1-benzylpiperidin-4-yl)piperazine-1-carboxylate C(C1=CC=CC=C1)N1CCC(CC1)N1CCN(CC1)C(=O)OC(C)(C)C